1,3-Dimethyl-imidazolium CN1C=[N+](C=C1)C